(R)-(5-(1-(difluoromethyl)-1H-pyrazol-3-yl)-1,3,4-oxadiazol-2-yl)(4-(pyrazolo[1,5-a]pyridin-2-yl)-6,7-dihydro-1H-imidazo[4,5-c]pyridin-5(4H)-yl)methanone FC(N1N=C(C=C1)C1=NN=C(O1)C(=O)N1[C@H](C2=C(CC1)NC=N2)C2=NN1C(C=CC=C1)=C2)F